NC1CCC(CC1)CN1C(N(C(C1(C)C)=O)C)=O 1-((4-aminocyclohexyl)methyl)-3,5,5-trimethylimidazolidine-2,4-dione